CC(=CC)C=CCC(CCCC(C)C)C 3,7,11-trimethyldodeca-2,4-diene